7-fluoro-5-methyl-1-(tetrahydro-2H-pyran-2-yl)-1H-indazol-4-ol FC1=CC(=C(C=2C=NN(C12)C1OCCCC1)O)C